C(N)(=O)C1=C2C=3C(=CC(=CC3N(C2=CC=C1)CC1=CC=CC=C1)C=1SC=CC1)OCC(=O)O [5-carbamoyl-9-(phenylmethyl)-2-(2-thienyl)carbazol-4-yl]oxyacetic acid